N1(CCC1)C1=CN(C2=C1C(=NC=C2)N2[C@H](CN(CC2)C(=O)OC(C)(C)C)C)C2=CC(=CC=C2)F tert-Butyl (S)-4-(3-(azetidin-1-yl)-1-(3-fluorophenyl)-1H-pyrrolo[3,2-c]pyridin-4-yl)-3-methylpiperazine-1-carboxylate